FC=1C=C2NC=CC2=C2/C=C/C(NCCCCCC(C3=CN=C(C=4C(=CC=C(OC12)C4)F)N3)C=3C=C(C=CC3)CCC(=O)OC)=O methyl 3-[3-[(14E)-23,29-difluoro-13-oxo-25-oxa-3,12,20,31-tetrazapentacyclo[24.3.1.12,5.016,24.017,21]hentriaconta-1(30),2,4,14,16,18,21,23,26,28-decaen-6-yl]phenyl]propanoate